CC(=CCC/C(=C/CC/C(=C/CC/C(=C\\CC/C(=C\\CC/C(=C\\CC/C(=C\\CC/C(=C\\CC/C(=C\\CC/C(=C\\CC/C(=C\\COP(=O)([O-])OP(=O)([O-])O[C@@H]1[C@@H]([C@H]([C@@H]([C@H](O1)CO)O)O)NC(=O)C)/C)/C)/C)/C)/C)/C)/C)/C)/C)/C)C The molecule is the dianion resulting from the removal of two protons from the diphosphate group of N-acetyl-alpha-D-glucosaminyl-1-diphospho-ditrans,polycis-undecaprenol. It is a conjugate base of a N-acetyl-alpha-D-glucosaminyl-1-diphospho-ditrans,polycis-undecaprenol.